[Si](C)(C)(C(C)(C)C)OCC1=CC=C(C=C1)N1CCC(CC1)C=1C=CC(=NC1)N 5-(1-(4-(((tert-butyldimethylsilyl)oxy)methyl)phenyl)piperidin-4-yl)pyridin-2-amine